FC(CNCCNC(C)C1=CN=C(C2=CC=CC=C12)OC)F N1-(2,2-Difluoroethyl)-N2-(1-(1-methoxyisoquinolin-4-yl)ethyl)ethane-1,2-diamine